(4-(2,5-difluorobenzoyl)piperidin-1-yl)-3-nitrobenzonitrile FC1=C(C(=O)C2CCN(CC2)C2=C(C#N)C=CC=C2[N+](=O)[O-])C=C(C=C1)F